tert-butyl ((1S)-5-(2-(2-aminopyridin-3-yl)-5-(1H-pyrazol-1-yl)-3H-imidazo[4,5-b]pyridin-3-yl)-3-fluoro-2,3-dihydro-1H-inden-1-yl)carbamate NC1=NC=CC=C1C1=NC=2C(=NC(=CC2)N2N=CC=C2)N1C=1C=C2C(C[C@@H](C2=CC1)NC(OC(C)(C)C)=O)F